N-[4-(3-fluoro-4-{3-[2-fluoro-5-(1-methyl-cyclopropyl)-phenyl]-ureido}-phenoxy)-pyridin-2-yl]-acetamide FC=1C=C(OC2=CC(=NC=C2)NC(C)=O)C=CC1NC(=O)NC1=C(C=CC(=C1)C1(CC1)C)F